ClC=1C=CC(=NC1)CN1C(C2=CC(=CC=C2[C@@]1(C1=CC=C(C=C1)OC(F)(F)F)OC([2H])([2H])C1(CC1)C([2H])([2H])O)C(C)(C)O)=O (3R)-2-[(5-Chloropyridin-2-yl)methyl]-3-({1-[hydroxy(2H2)methyl]cyclopropyl}(2H2)methoxy)-6-(2-hydroxypropan-2-yl)-3-[4-(trifluoromethoxy)phenyl]-2,3-dihydro-1H-isoindol-1-on